3-(2-chloro-4-methylphenyl)-5-(trifluoromethyl)isoxazole tert-Butyl-(6S)-6-[(methylsulfonyl)oxy]-2-azaspiro[3.4]octane-2-carboxylate C(C)(C)(C)OC(=O)N1CC2(C1)C[C@H](CC2)OS(=O)(=O)C.ClC2=C(C=CC(=C2)C)C2=NOC(=C2)C(F)(F)F